((6-Oxoundecane-1,11-diyl)bis(sulfanediyl))bis(octane-1,2-diyl) dioctanoate C(CCCCCCC)(=O)OC(CSCCCCCC(CCCCCSCC(CCCCCC)OC(CCCCCCC)=O)=O)CCCCCC